COC(=O)[C@H]1[C@@H](C1)CN1C2CN(CC1CC2)C(=O)OC(C)(C)C tert-butyl 8-(((trans)-2-(methoxycarbonyl)cyclopropyl)methyl)-3,8-diazabicyclo[3.2.1]octane-3-carboxylate